methyl 2-(4-cyclopropyl-6-methoxypyrimidin-5-yl)-8-({4-[1-methyl-4-(trifluoromethyl) imidazol-2-yl] phenyl} methyl)-7-oxopyrido[2,3-d]pyrimidine-6-carboxylate C1(CC1)C1=NC=NC(=C1C=1N=CC2=C(N1)N(C(C(=C2)C(=O)OC)=O)CC2=CC=C(C=C2)C=2N(C=C(N2)C(F)(F)F)C)OC